2-[3,5-Dichloro-4-[(5-isopropyl-6-oxo-1H-pyridazin-3-yl)oxy]-2-methyl-phenyl]-3,5-dioxo-4H-1,2,4-triazine-6-carbonitrile ClC=1C(=C(C=C(C1OC1=NNC(C(=C1)C(C)C)=O)Cl)N1N=C(C(NC1=O)=O)C#N)C